FC=1C=C(C=C(C1)OC(F)(F)F)C1=CC(=NN1C=1C=NC=C(C1)F)NC(=O)[C@H]1CNC([C@@H]1C)=O (3R,4R)-N-(5-(3-fluoro-5-(trifluoromethoxy)phenyl)-1-(5-fluoropyridin-3-yl)-1H-pyrazol-3-yl)-4-methyl-5-oxopyrrolidine-3-carboxamide